2-(2,2-difluoroethyl)pyrazol-3-amine FC(CN1N=CC=C1N)F